6-hydroxybenzol OC1=CC=CC=C1